((Dimethylcarbamoyl)oxy)methyl 3-((4-carbamoyl-2,6-difluorophenoxy)methyl)-4-chlorobenzo[b]thiophene-2-carboxylate C(N)(=O)C1=CC(=C(OCC=2C3=C(SC2C(=O)OCOC(N(C)C)=O)C=CC=C3Cl)C(=C1)F)F